N1N=NC=C1[C@@H]1CN(CC1)C(=O)N1CC2(C1)CC(C2)CC2=CC(=CC=C2)S(=O)(=O)C(F)(F)F [(3S)-3-(1H-triazol-5-yl)pyrrolidin-1-yl]-[6-[[3-(trifluoromethylsulfonyl)phenyl]methyl]-2-azaspiro[3.3]heptan-2-yl]methanone